(R)-4-(Oxiran-2-yl)-2-(trifluoromethyl)thiazole O1[C@@H](C1)C=1N=C(SC1)C(F)(F)F